C(C)(C)(C)OC(N(C)C(CCC)C1=C(C=CC=C1)Br)=O.O=C1CCC(N1)C(=O)NC1=CC(=CC=2OCCOC21)OC2=CC(=CC=C2)C(F)(F)F 5-oxo-N-(7-(3-(trifluoromethyl)phenoxy)-2,3-dihydrobenzo[b][1,4]dioxin-5-yl)pyrrolidine-2-carboxamide tert-butyl-(1-(2-bromophenyl)butyl)(methyl)carbamate